NC1=CC=C(C=C1)C1=CN(C=2N=CN=C(C21)N)C2CCOCC2 5-(4-aminophenyl)-7-(tetrahydro-2H-pyran-4-yl)-7H-pyrrolo[2,3-d]pyrimidin-4-ylamine